N-(1-Cyano-1-methyl-ethyl)-4-[[2-[4-(1,1-dimethyl-2-morpholino-ethyl)-2-fluoro-5-hydroxy-phenyl]acetyl]amino]pyridine-2-carboxamide C(#N)C(C)(C)NC(=O)C1=NC=CC(=C1)NC(CC1=C(C=C(C(=C1)O)C(CN1CCOCC1)(C)C)F)=O